BrC=1C=CC(=C2C(=CNC12)/C=N/O)C (E)-7-bromo-4-methyl-1H-indole-3-carbaldehyde oxime